Cyclopentyl 2-{[(1,2,3,5,6,7-hexahydro-s-indacen-4-yl)-carbamoyl]oxy}acetate C1CCC2=C(C=3CCCC3C=C12)NC(=O)OCC(=O)OC1CCCC1